rel-(2S,3R,4R,5R)-4-[[3-(3,4-difluoro-2-methoxy-phenyl)-4,5-dimethyl-tetrahydrofuran-2-carbonyl]amino]pyridine-2-carboxamide FC=1C(=C(C=CC1F)[C@@H]1[C@H](O[C@@H]([C@@H]1C)C)C(=O)NC1=CC(=NC=C1)C(=O)N)OC |o1:8,9,11,12|